C1(CC1)C=1N=NN(C1)[C@H](C(=O)N1[C@@H](C[C@H](C1)O)C(=O)NC1(CCC1)C1=NC=CC=C1F)C(C)(C)C (2S,4r)-1-[(2S)-2-(4-cyclopropyl-triazol-1-yl)-3,3-dimethyl-butyryl]-N-[1-(3-fluoro-2-pyridinyl)cyclobutyl]-4-hydroxy-pyrrolidine-2-carboxamide